S(=O)(=O)(O)O.C(CCCCN)N pentylenediamine sulfate